FC1=C(C=C(OCCCCC(C)(O)C)C=C1)B1OC(C(O1)(C)C)(C)C 6-(4-fluoro-3-(4,4,5,5-tetramethyl-1,3,2-dioxaborolane-2-yl)phenoxy)-2-methylhexan-2-ol